4-methyl-2,4,6,7-tetrahydro-5H-pyrazolo[4,3-c]pyridine-5-carboxylate CC1N(CCC=2C1=CNN2)C(=O)[O-]